C(CCCCCC)(=O)OC[C@]1(O[C@H](C[C@@H]1OC(=O)OCCCCCC)N1C2=NC(=NC(=C2N=C1)N)F)C#C ((2R,3S,5R)-5-(6-amino-2-fluoro-9H-purin-9-yl)-2-ethynyl-3-(((hexyloxy)carbonyl)oxy) tetrahydrofuran-2-yl)methyl heptanoate